3-(1-oxo-5-(piperazin-1-yl)isoindoline-2-yl)piperidine-2,6-dione hydrochloride Cl.O=C1N(CC2=CC(=CC=C12)N1CCNCC1)C1C(NC(CC1)=O)=O